N1N=CC2=CC=C(C=C12)C1=NC2=C(N1[C@@H](CC(=O)O)C(C)(C)C)C=C(C=C2)C(NC)=O (S)-3-(2-(1H-indazol-6-yl)-6-(methylcarbamoyl)-1H-benzo[d]imidazol-1-yl)-4,4-dimethylpentanoic acid